NC1=NNC2=CC=C(C=C12)C=1C=NC(=NC1)NC(C)(C)C1=NC=CC=C1Cl [5-(3-amino(1H-indazol-5-yl))pyrimidin-2-yl][1-(3-chloro(2-pyridyl))-isopropyl]amine